C(=O)NC1=C(C(=O)N)C=CC=C1 formamidobenzamide